(5'S,7a'R)-5'-(3,5-difluoro-phenyl)-1-(furan-3-carbonyl)tetrahydro-3'H-spiro[piperidine-4,2'-pyrrolo-[2,1-b]oxazol]-3'-one FC=1C=C(C=C(C1)F)[C@@H]1CC[C@H]2OC3(C(N21)=O)CCN(CC3)C(=O)C3=COC=C3